3-methyl-2-butanone oxime CC(C(C)=NO)C